2-(2-Bromo-4-(tert-butyl)phenyl)acetic acid methyl ester COC(CC1=C(C=C(C=C1)C(C)(C)C)Br)=O